(1R,2S)-2-((R)-2'-cyclopentyl-2'-hydroxy-2'-phenylacetoxy)-7-azabicyclo[2.2.1]heptane C1(CCCC1)[C@](C(=O)O[C@@H]1[C@H]2CCC(C1)N2)(C2=CC=CC=C2)O